C1(=CC=CC=C1)C1=NC(=CC2=C1OC1=C2C=CC=C1)C1=CC=C(C=C1)B1OC(C(O1)(C)C)(C)C 1-phenyl-3-(4-(4,4,5,5-tetramethyl-1,3,2-dioxaborolan-2-yl)phenyl)benzofuro[2,3-c]pyridine